4-(1-(cyclopentyl(pyridin-2-yl)methyl)-5-(3,5-dimethylisoxazol-4-yl)-1H-pyrrolo[2,3-b]pyridin-3-yl)picolinic acid C1(CCCC1)C(N1C=C(C=2C1=NC=C(C2)C=2C(=NOC2C)C)C2=CC(=NC=C2)C(=O)O)C2=NC=CC=C2